C(C1=CC=CC=C1)OC(=O)N[C@H](C(=O)N[C@H](C(=O)OC)CC1CCCCC1)C(C)C Methyl (S)-2-((S)-2-(((benzyloxy)carbonyl)amino)-3-methylbutanamido)-3-cyclohexylpropanoate